2-(1-Cyclopropylpiperidin-4-yl)-8-fluoro-6-(4-fluoro-2-methyl-1,3-benzoxazol-6-yl)quinazolin-4(3H)-one C1(CC1)N1CCC(CC1)C1=NC2=C(C=C(C=C2C(N1)=O)C1=CC2=C(N=C(O2)C)C(=C1)F)F